[N+](=O)([O-])C1=CC=C(C=C1)N=NC1=CC=C(C=C1)N 4-nitro-4'-amino-azobenzene